(R)-3-((2-cyanoethyl)amino)-3-cyclopropylpropionitrile C(#N)CCN[C@H](CC#N)C1CC1